3-((4-(4-methylpiperidin-4-yl)phenyl)amino)-5-(3-(3-oxotetrahydro-1H-pyrrolo[1,2-c]imidazol-2(3H)-yl)piperidin-1-yl)pyrazin-2-carboxamide CC1(CCNCC1)C1=CC=C(C=C1)NC=1C(=NC=C(N1)N1CC(CCC1)N1C(N2C(C1)CCC2)=O)C(=O)N